O=C(C[Zn+])N1CCCC1 (2-oxo-2-(pyrrolidin-1-yl)ethyl)zinc (II)